(+-)-(4Z)-4-(1,3-benzothiazol-6-ylmethylene)-2-(oxepan-3-ylamino)-1H-imidazol-5-one S1C=NC2=C1C=C(C=C2)\C=C\2/N=C(NC2=O)N[C@H]2COCCCC2 |r|